CC([C@@H](C(=O)N1[C@@H]([C@H]2C([C@H]2C1)(C)C)C(=O)OC)NC=1C=NC=NC1)(C)C methyl (1R,2S,5S)-3-[(2S)-3,3-dimethyl-2-(pyrimidin-5-ylamino)butanoyl]-6,6-dimethyl-3-azabicyclo[3.1.0]hexane-2-carboxylate